tert-Butyl N-[2-hydroxy-2-(4-trimethylsilylphenyl)ethyl]carbamate OC(CNC(OC(C)(C)C)=O)C1=CC=C(C=C1)[Si](C)(C)C